NC=1C(=C(C=CC1F)NC(C1=C(C=CC(=C1)NC(=O)CC(CC1=CC(=CC(=C1)C(F)(F)F)Br)(Cl)Cl)Cl)=O)F trans-N-(3-amino-2,4-difluorophenyl)-5-(3-(3-bromo-5-(trifluoromethyl)phenyl)-2,2-dichloropropane-1-carboxamido)-2-chlorobenzamide